2-[4-[4-[(E)-2-(2-Amino-4-pyridyl)vinyl]pyrimidin-2-yl]pyrimidin-2-yl]-N-isopropyl-isoindoline-5-carboxamide NC1=NC=CC(=C1)/C=C/C1=NC(=NC=C1)C1=NC(=NC=C1)N1CC2=CC=C(C=C2C1)C(=O)NC(C)C